NCC(C#CC1(CC1)N(C(OC(C)(C)C)=O)C)O tert-butyl N-[1-(4-amino-3-hydroxybut-1-yn-1-yl)cyclopropyl]-N-methylcarbamate